[Na+].OC(CC(=O)[O-])CC(C=C)O 3,5-dihydroxyhept-6-enoate sodium